C1(C=CC(N1C1=CC=C(C(=O)O)C=C1)=O)=O 4-maleimidobenzoic acid